2,4,6-triethyl-5-methylphenol C(C)C1=C(C(=C(C(=C1)CC)C)CC)O